[Si](C)(C)(C(C)(C)C)OC1CC(C1)N(C(OC(C)(C)C)=O)CC tert-butyl N-[3-[tert-butyl(dimethyl)silyl]oxycyclobutyl]-N-ethyl-carbamate